FC=1C(=CC(=NC1C)C(=O)NNC(C1=NC=C(C=C1)F)=O)I 5-Fluoro-N'-(5-fluoropicolinoyl)-4-iodo-6-methylpicolinohydrazide